NCCN1CC=2N(CC1)N=C(C2)C(=O)OC(C)C propan-2-yl 5-(2-aminoethyl)-6,7-dihydro-4H-pyrazolo[1,5-a]pyrazine-2-carboxylate